[(3R)-1-(3-methylindolin-5-yl) sulfonylpyrrolidin-3-yl] carbamate C(N)(O[C@H]1CN(CC1)S(=O)(=O)C=1C=C2C(CNC2=CC1)C)=O